CC1(C(C(C(=O)[O-])=C(C=C1)C=CCCCCC(C)C)O)[N+](=O)[O-] 3,7-dimethyl-6-octenyl-2-hydroxy-3-nitrobenzoate